(1S,4aR,8aS)-2-[2-(3,5-dichloro-1-methyl-indazol-4-yl)acetyl]-1-methyl-3,4,4a,5,6,7,8,8a-octahydro-1H-isoquinoline-5-carbaldehyde ClC1=NN(C2=CC=C(C(=C12)CC(=O)N1[C@H]([C@H]2CCCC([C@@H]2CC1)C=O)C)Cl)C